O1C(OCC1)C1=NC(=CC=C1O)CN1CCN(CC1)C 2-(1,3-Dioxolan-2-yl)-6-((4-methylpiperazin-1-yl)methyl)pyridin-3-ol